3-{[2-(4-chlorophenyl)imidazo[1,2-a]pyridin-3-yl]methyl}-N-(2,6-dimethylphenyl)-3,8-diazabicyclo[3.2.1]octane-8-carboxamide ClC1=CC=C(C=C1)C=1N=C2N(C=CC=C2)C1CN1CC2CCC(C1)N2C(=O)NC2=C(C=CC=C2C)C